(E)-4-(4-(dimethylamino)but-2-enoyl)-1-(1H-indol-2-yl)piperazin-2-one CN(C/C=C/C(=O)N1CC(N(CC1)C=1NC2=CC=CC=C2C1)=O)C